4-(((2-(ethyl(methyl)amino)ethyl)carbamoyl)oxy)decanoic Acid C(C)N(CCNC(=O)OC(CCC(=O)O)CCCCCC)C